(E)-[(3,5-dichlorophenyl)-methoxy-methylene]-methyl-phenyl-ammonium ClC=1C=C(C=C(C1)Cl)/C(/OC)=[N+](\C1=CC=CC=C1)/C